(5-oxo-4,5-dihydrofuran-2-yl)acetate O=C1CC=C(O1)CC(=O)[O-]